BrC=1N=C(C=2N(C1)C(=CN2)C=2C=CC(=NC2)NC(OC)=O)C methyl N-[5-(6-bromo-8-methyl-imidazo[1,2-a]pyrazin-3-yl)-2-pyridyl]carbamate